4-[7-(4-methylpiperazin-1-yl)-3-(pyridin-2-yl)-1H-pyrrolo[3,2-b]pyridin-2-yl]pyridin-2-amine CN1CCN(CC1)C1=C2C(=NC=C1)C(=C(N2)C2=CC(=NC=C2)N)C2=NC=CC=C2